5-bromo-3-chlorothiophene-2-carboxamide BrC1=CC(=C(S1)C(=O)N)Cl